C(C)(C)(C)OC(=O)N1OCCC1C=1C=NN(C1)C 3-(1-methylpyrazol-4-yl)isoxazolidine-2-carboxylic acid tert-butyl ester